ClC=1C(N(C(=CC1O)C)C1=CC(=NC=C1Cl)N1N=C(C=C1)C(C)(C)O)=O 3,5'-dichloro-4-hydroxy-2'-(3-(2-hydroxypropan-2-yl)-1H-pyrazol-1-yl)-6-methyl-2H-[1,4'-bipyridine]-2-one